BrC=1OC(=CN1)C1=CC(=C(C=C1)OC)CC 2-bromo-5-(3-ethyl-4-methoxy-phenyl)oxazole